tert-butyl ((4-(4-((4-bromo-6-chloro-2-methyl-2H-indazol-5-yl)amino)-2,6-dioxo-3-(3,4,5-trifluorobenzyl)-3,6-di-hydro-1,3,5-triazin-1(2H)-yl)isoquinolin-5-yl)methyl)carbamate BrC=1C2=CN(N=C2C=C(C1NC=1N(C(N(C(N1)=O)C1=CN=CC2=CC=CC(=C12)CNC(OC(C)(C)C)=O)=O)CC1=CC(=C(C(=C1)F)F)F)Cl)C